C(C)(C)(C)OC(NC=1N=C2C3=C(N(N=C3CCCC2)CC2=CC=C(C=C2)C=2N(C=C(N2)C(F)(F)F)C)N1)=O tert-butyl(2-(4-(1-methyl-4-(trifluoromethyl)-1H-imidazol-2-yl)benzyl)-6,7,8,9-tetrahydro-2H-1,2,3,5-tetraazabenzo[cd]azulene-4-yl)carbamate